5-(4-chloro-3-fluorophenyl)-3-(2-(3,3-difluoroazetidin-1-yl)-2-oxoethyl)-7-methyl-3H-pyrrolo[2,3-d]pyrimidin-4(7H)-one ClC1=C(C=C(C=C1)C1=CN(C=2N=CN(C(C21)=O)CC(=O)N2CC(C2)(F)F)C)F